ClC1=C(C=CC=C1)NC(C1=CC=C(C=C1)NC1=NC(=NC=C1F)NC1=CC=C(C=C1)C(NN1CCC(CC1)CC(C)N1CCN(CC1)C1=CC=C(C=C1)C1C(NC(CC1)=O)=O)=O)=O N-(2-chlorophenyl)-4-((2-((4-((4-(2-(4-(4-(2,6-dioxopiperidin-3-yl)phenyl)piperazin-1-yl)propyl)piperidin-1-yl)carbamoyl)phenyl)amino)-5-fluoropyrimidin-4-yl)amino)benzamide